ClC=1C=NN(C(C1Cl)=O)C(C)C=1NC2=C(N1)C=C(C(=C2)S(=O)(=O)N(C)C)C 2-[1-(4,5-dichloro-6-oxo-pyridazin-1-yl)ethyl]-N,N,6-trimethyl-3H-benzimidazole-5-sulfonamide